C[C@H]1N([C@H](CNC1)C)CC(=O)NC1=NC=CC(=C1)C1C(NC(CC1)=O)=O 2-((2R,6S)-2,6-dimethylpiperazin-1-yl)-N-(4-(2,6-dioxopiperidin-3-yl)pyridin-2-yl)acetamide